FC(C=1C(=C(C=CC1)[C@@H](C)NC=1C2=C(N=C(N1)C)N=C(C(=C2)C2CCS(CC2)(=O)=O)OC2CN(C2)C)F)F (R)-4-(4-((1-(3-(difluoromethyl)-2-fluorophenyl)ethyl)amino)-2-methyl-7-((1-methylazetidin-3-yl)oxy)pyrido[2,3-d]pyrimidin-6-yl)tetrahydro-2H-thiopyran 1,1-dioxide